(S)-7-((2S,3S)-5-Chloro-6-fluoro-3-methyl-2-phenyl-2-((S)-pyrrolidin-2-yl)-2,3-dihydrobenzofuran-4-yl)-6-fluoro-2-methyl-2,4-dihydrochromeno[3,4-c]pyrazole-8-carboxamide ClC=1C(=CC2=C([C@@H]([C@@](O2)([C@H]2NCCC2)C2=CC=CC=C2)C)C1C=1C(=CC2=C(C1F)OCC1=NN(C=C12)C)C(=O)N)F